N=1NN=NC1C1=CC=C(C=C1C1=CC=C(C=C1)CN(C(CCCC)=O)[C@H](C(=O)O)C(C)C)C1=CC=CC=C1 (S)-2-(N-((6'-(2H-Tetrazol-5-yl)-[1,1':3',1''-terphenyl]-4-yl)methyl)pentanamido)-3-methylbutanoic acid